N-(4-chlorophenyl)-N-methyl-piperidin-4-amine ClC1=CC=C(C=C1)N(C1CCNCC1)C